7-(1,4-diazepan-1-yl)-2-[3-[6-(trifluoromethyl)-2-pyridyl]-1H-pyrazol-4-yl]-1,5-naphthyridine N1(CCNCCC1)C1=CN=C2C=CC(=NC2=C1)C=1C(=NNC1)C1=NC(=CC=C1)C(F)(F)F